OCC1=C(C(=CC(=C1)C1CCCCC1)CO)O 2,6-bishydroxymethyl-4-cyclohexylphenol